3-phenyl-1-(3,5,6-trimethylpyrazin-2-yl)-1H-pyrrol-5-ol C1(=CC=CC=C1)C1=CN(C(=C1)O)C1=NC(=C(N=C1C)C)C